C(C)(C)(C)C1=NC(=NO1)C(=O)NC1CC2(C1)CN(CC2)C(=O)OC(C)(C)C tert-butyl 2-(5-(tert-butyl)-1,2,4-oxadiazole-3-carboxamido)-6-azaspiro[3.4]octane-6-carboxylate